[O].[O].C1=CC=CC2=CC3=CC4=CC=CC=C4C=C3C=C12 naphthacene dioxygen